NC1=CC=C(CN2C(=CC=3C(CCCC23)=O)CC)C=C1 1-(4-Aminobenzyl)-2-ethyl-1,5,6,7-tetrahydro-4H-indol-4-one